OC12C(C=3C=C(SC3N=C2N(CC1)C1=CC=C(C=C1)OC)C)=O 9-Hydroxy-12-(4-methoxyphenyl)-5-methyl-4-thia-2,12-diazatricyclo[7.3.0.03,7]dodeca-1,3(7),5-trien-8-on